4-Bromo-2-iodo-6-methyl-1-tosyl-1H-pyrrolo[2,3-c]pyridin-7(6H)-one BrC=1C2=C(C(N(C1)C)=O)N(C(=C2)I)S(=O)(=O)C2=CC=C(C)C=C2